C(C)(=O)N1CCC(CC1)C1=CC=C(C(N1C)=O)Br 6-(1-acetylpiperidin-4-yl)-3-bromo-1-methylpyridin-2(1H)-one